FC1=CC=C(C=C1)C1=NC(=CC(=C1)C(C)NS(=O)C(C)(C)C)OC1[C@@H]2CN(C[C@H]12)C(=O)C1=CC(=NN1C)C1=NOC=C1 N-(1-(2-(4-fluorophenyl)-6-(((1R,5S,6s)-3-(3-(isoxazol-3-yl)-1-methyl-1H-pyrazole-5-carbonyl)-3-azabicyclo[3.1.0]hexan-6-yl)oxy)pyridin-4-yl)ethyl)-2-methylpropane-2-sulfinamide